FC1=CC=C(C=C1)C1=C(C=C2CNC(C2=C1)=O)C=1CC(NC(C1)(C)C)(C)C 6-(4-Fluorophenyl)-5-(2,2,6,6-tetramethyl-1,2,3,6-tetrahydropyridin-4-yl)isoindolin-1-one